C1(CC1)N1N=CC(=C1)NC1=NC=C(C(=N1)C1=CC=C(C=C1)NCC1(CC1)C#N)C 1-(((4-(2-((1-cyclopropyl-1H-pyrazol-4-yl)amino)-5-methylpyrimidin-4-yl)phenyl)amino)methyl)cyclopropanecarbonitrile